C1(=CC=C(C=C1)N(C1=CC=2C(C3=CC=CC=C3C2C=C1)(C)C)C1=CC=C(C=C1)B1OC(C(O1)(C)C)(C)C)C1=CC=CC=C1 N-([1,1'-biphenyl]-4-yl)-9,9-dimethyl-N-(4-(4,4,5,5-tetramethyl-1,3,2-dioxaborolan-2-yl)phenyl)-9H-fluoren-2-amine